CS(=O)(=O)[C@@H](CCC)C (2R,4R)-4-(methylsulfonyl)pentan